NC1=NC=C(C=C1C1=NC=C(C=C1)C(N(C)C)=O)C1=C2C(=NC=C1)NC(=C2)C(=O)NC2COC2 4-(2'-amino-5-(dimethylcarbamoyl)-[2,3'-bipyridyl]-5'-yl)-N-(oxetan-3-yl)-1H-pyrrolo[2,3-b]pyridine-2-carboxamide